ClC1=CC=C(C=C1)NC(=O)NC=1SC(=CC1)C1=CC=C(C=C1)F 1-(4-chlorophenyl)-3-[5-(4-fluorophenyl)thiophen-2-yl]urea